ClC=1C=C(C=C2C=C(N=CC12)NC(=O)[C@H]1[C@@H](C1)C#N)N1C(OC2=C1C=CC=C2)=O |r| (±)-trans-N-[8-chloro-6-(2-oxo-1,3-benzoxazol-3-yl)-3-isoquinolinyl]-2-cyano-cyclopropanecarboxamide